CC(C)C1=C(C2=C(S1)CCC2)C(=O)OC methyl 2-(propan-2-yl)-4H,5H,6H-cyclopenta[b]thiophene-3-carboxylate